4-methyl-5-hydroxy-3-(N,N-dimethylaminoethyl)indole tert-butyl-(4R)-4-((tert-butyldimethylsilyl)oxy)-2-(4-chloro-5-fluoropyridin-3-yl)pyrrolidine-1-carboxylate C(C)(C)(C)OC(=O)N1C(C[C@H](C1)O[Si](C)(C)C(C)(C)C)C=1C=NC=C(C1Cl)F.CC1=C2C(=CNC2=CC=C1O)CCN(C)C